N,N'-bis(3-methyl-2-amino-benzoyl)1,3-propylenediamine CC=1C(=C(C(=O)NCCCNC(C2=C(C(=CC=C2)C)N)=O)C=CC1)N